CC=1N(C(=CN1)[N+](=O)[O-])CC(=O)O 2-(2-methyl-5-nitro-1H-imidazol-1-yl)acetic acid